2-((5-(3-chlorophenyl)-7H-pyrrolo[2,3-d]pyrimidin-4-yl)(ethyl)amino)ethanol ClC=1C=C(C=CC1)C1=CNC=2N=CN=C(C21)N(CCO)CC